C(N)(OCC(COC(N)=S)N(C)C)=S S'-[2-(dimethylamino)-1,3-propylene] bis(thiocarbamate)